FC(C=1C=C(C=C(C1)C(F)(F)F)C1=NN(C=N1)\C=C/C(=O)NN1C(C(N(CC1)C)=O)=O)(F)F (Z)-3-(3-(3,5-bis(trifluoromethyl)phenyl)-1H-1,2,4-triazol-1-yl)-N-(4-methyl-2,3-dioxopiperazin-1-yl)acrylamide